C(C)(C)[C@H]1CC[C@H](CC1)N1CCC(CC1)N1C=C(C2=CC=CC=C12)CN1C=C(CC1)O (R)-1-((1-(1-(cis-4-isopropylcyclohexyl)piperidin-4-yl)-1H-indol-3-yl)methyl)pyrrolin-3-ol